tert-Butyl 3-(4-(hydroxymethyl)phenyl)-1-(trifluoromethyl)-5,6-dihydroimidazo[1,5-a]pyrazine-7(8H)-carboxylate OCC1=CC=C(C=C1)C1=NC(=C2N1CCN(C2)C(=O)OC(C)(C)C)C(F)(F)F